4-isopropylidene-1-methylcyclohexene C(C)(C)=C1CC=C(CC1)C